Cl.C(C)OC([C@H](N)CC(C)C)=O R-leucine ethyl ester hydrochloride